[C@H]12CN(C[C@H](CC1)N2)C=2C1=CN(C=C1C=CC2)C2C(NC(CC2)=O)=O 4-((1R,5S)-3,8-diazabicyclo[3.2.1]octan-3-yl)-2-(2,6-dioxopiperidin-3-yl)isoindole